1,2-Dimethyl-3-propylimidazolium-bis(trifluoromethylsulfonyl)imid [N-](S(=O)(=O)C(F)(F)F)S(=O)(=O)C(F)(F)F.CN1C(=[N+](C=C1)CCC)C